Acryl Methacrylate C(C(=C)C)(=O)OC(=O)C=C